Cl.FC=1C=C(C=CC1)CNC(=O)C1CCN(CC1)C(C)C1=CC=C(C2=CC=CC=C12)C#CC1CCNCC1 N-[(3-fluorophenyl)methyl]-1-[1-[4-[2-(4-piperidyl)ethynyl]-1-naphthyl]ethyl]piperidine-4-carboxamide hydrochloride